C(N)(=O)C1=CC=C(C=C1)C[C@@H](CNC(=O)[C@@H]1N(CCC1)C1=CC=CC=C1)N(C)C (R)-N-((S)-3-(4-carbamoylphenyl)-2-(dimethylamino)propyl)-1-phenylpyrrolidine-2-carboxamide